S1N=C(C2=C1C=CC=C2)N2CCN(CC2)CC(O)C=2C=C1CC(NC1=CC2Cl)=O 5-[2-[4-(1,2-benzisothiazol-3-yl)-1-piperazinyl]-1-hydroxyethyl]-6-chloro-1,3-dihydro-2H-indol-2-one